C(C)OC(=O)C1(C=CC=CN1)C(=O)OCC Pyridine-6,6-dicarboxylic acid diethyl ester